3-((7-(3-((1H-1,2,4-triazol-1-yl)methyl)-4-methyl-6-(trifluoromethyl)pyridin-2-yl)thieno[3,2-b]pyridin-2-yl)methyl)-6,6-dimethyl-3-azabicyclo[3.1.0]hexane-2,4-dione hydrochloride Cl.N1(N=CN=C1)CC=1C(=NC(=CC1C)C(F)(F)F)C1=C2C(=NC=C1)C=C(S2)CN2C(C1C(C1C2=O)(C)C)=O